FC1=CC=C(C=C1)C=1C(=NN2C1C=C(C=C2)C(F)(F)F)N 3-(4-fluorophenyl)-5-(trifluoromethyl)pyrazolo[1,5-a]pyridin-2-amine